1,4-butynediol C(C#CCO)O